5-amino-4,4'-dihexyl-(2,2'-bithiophene) NC(CCCCC=1C=C(SC1)C=1SC=C(C1)CCCCCC)C